D,L-talitol C([C@@H](O)[C@@H](O)[C@@H](O)[C@H](O)CO)O |r|